BrC=1C=CC(=NC1)C1=C(C(=NO1)C)CN (5-(5-Bromopyridin-2-yl)-3-methylisoxazol-4-yl)methylamine